N-(2-oxo-2,3-dihydro-1H-benzo[d]imidazol-4-yl)propanamide O=C1NC2=C(N1)C=CC=C2NC(CC)=O